BUTYL-ISOPENTANOATE C(CCC)OC(CC(C)C)=O